4-chloro-1-cyclopropyl-5-nitro-2-(trifluoromethyl)-1H-benzo[d]imidazole ClC1=C(C=CC=2N(C(=NC21)C(F)(F)F)C2CC2)[N+](=O)[O-]